2-(cyanomethyl)piperidine-1-carboxylate C(#N)CC1N(CCCC1)C(=O)[O-]